2-bromo-6-(pyrimidin-4-yl)imidazo[2,1-b][1,3,4]thiadiazole BrC1=NN2C(S1)=NC(=C2)C2=NC=NC=C2